C(CC)ON amino 1-propyl ether